(R)-N-(7-(4-amino-1-(piperidin-3-yl)-1H-pyrazolo[3,4-d]pyrimidin-3-yl)benzo[d][1,3]dioxol-4-yl)-4-tert-butylbenzamide NC1=C2C(=NC=N1)N(N=C2C2=CC=C(C1=C2OCO1)NC(C1=CC=C(C=C1)C(C)(C)C)=O)[C@H]1CNCCC1